C(C=C)(=O)OCCCCCCCCCCCCC[Si](O)(O)O acryloxytridecyl-trihydroxysilane